FC=1C=C(C=NC1C=1NC=C(N1)C(F)(F)F)C(=O)O 5-fluoro-6-[4-(trifluoromethyl)-1H-imidazol-2-yl]pyridine-3-carboxylic acid